C1(CC1)NC1(CCC1)CC1=C(C(=O)N)C=CC(=C1F)C#CC1=CC=NC=C1 (1-(cyclopropylamino)cyclobutylmethyl)-3-fluoro-4-(pyridin-4-ylethynyl)benzamide